5-((S)-2-amino-2-cyclohexylacetamido)-N-methyl-2-(6-oxo-5,7-diazaspiro[2.5]octan-5-yl)-2,3-dihydro-1H-indene-2-carboxamide N[C@H](C(=O)NC=1C=C2CC(CC2=CC1)(C(=O)NC)N1CC2(CC2)CNC1=O)C1CCCCC1